2-[2-[2-[2-[2-[2-(2-hydroxyethoxy) ethoxy]ethoxy]ethoxy]ethoxy]ethoxy]ethyl 4-methylbenzenesulfonate CC1=CC=C(C=C1)S(=O)(=O)OCCOCCOCCOCCOCCOCCOCCO